tert-butyl (3R,4R)-4-[4-[[(3S)-2,6-dioxo-3-piperidyl]amino]-2-fluoro-phenyl]-3-methoxy-piperidine-1-carboxylate O=C1NC(CC[C@@H]1NC1=CC(=C(C=C1)[C@@H]1[C@H](CN(CC1)C(=O)OC(C)(C)C)OC)F)=O